4-((1-(4-(2-(2-aminopyridin-3-yl)-5-(cyclohex-1-en-1-yl)-3H-imidazo[4,5-b]pyridin-3-yl)benzyl)piperidin-4-yl)amino)pyrimidine-2-carbonitrile NC1=NC=CC=C1C1=NC=2C(=NC(=CC2)C2=CCCCC2)N1C1=CC=C(CN2CCC(CC2)NC2=NC(=NC=C2)C#N)C=C1